C(C)(=O)C=1C(OC2=C(C1N1CCOCC1)C=CC(=C2)NC2=NC=CC(=N2)C2=C(C=C(C=C2)OC)OC)=O 3-acetyl-7-{[4-(2,4-dimethoxyphenyl)pyrimidin-2-yl]amino}-4-morpholinyl-2H-benzopyran-2-one